COC(=O)C=1C=C(OC[C@@H]2N(CC2)C(=O)OC(C)(C)C)C=CC1C (R)-tert-butyl 2-((3-(methoxycarbonyl)-4-methylphenoxy)methyl)azetidine-1-carboxylate